4-[3,6-Dichloro-2-(2-pyridylmethoxy)phenyl]-2,6-dimethyl-pyridazine-3,5-dione trifluoroacetic acid salt FC(C(=O)O)(F)F.ClC=1C(=C(C(=CC1)Cl)C1C(N(N=C(C1=O)C)C)=O)OCC1=NC=CC=C1